FC=1C=C(C=NC1N1CCNCC1)C1=NC=NC2=CC=C(C=C12)C1=CNC2=NC=CC=C21 4-(5-fluoro-6-(piperazin-1-yl)pyridin-3-yl)-6-(1H-pyrrolo[2,3-b]pyridin-3-yl)quinazoline